Cl.O1N=CN=C1CC12CC(NC2C1)C(=O)O 5-((1,2,4-oxadiazol-5-yl)methyl)-2-azabicyclo[3.1.0]hexane-3-carboxylate hydrochloride